2-{4-[5-chloro-2-(4-chloro-1H-imidazol-1-yl) phenyl]-5-methoxy-2-oxopyridin-1(2H)-yl}-4-methoxybutyrate hydrochloride Cl.ClC=1C=CC(=C(C1)C1=CC(N(C=C1OC)C(C(=O)O)CCOC)=O)N1C=NC(=C1)Cl